methyl 4-amino-1-(2,6-difluorobenzyl)-1H-pyrazole-3-carboxylate NC=1C(=NN(C1)CC1=C(C=CC=C1F)F)C(=O)OC